C(C)(C)(C)OC(=O)N1C=C(C2=CC(=C(C=C12)F)F)Br 3-Bromo-5,6-difluoro-1H-indole-1-carboxylic acid tert-butyl ester